2,2,6,6-tetramethyl-1-octyloxy-4-piperidinol CC1(N(C(CC(C1)O)(C)C)OCCCCCCCC)C